C(C)(=O)O[C@@H]1[C@H](O[C@H]([C@@H]([C@H]1OC(C)=O)NC(C)=O)NC(C[C@@H](C(NCCC)=O)NS(=O)(=O)C=C)=O)COC(C)=O (2R,3S,4R,5R,6R)-5-Acetamido-2-(acetoxymethyl)-6-((S)-4-oxo-4-(propylamino)-3-(vinylsulfonamido)butanamido)tetrahydro-2H-pyran-3,4-diyl diacetate